7-[bis(4-fluorophenyl)amino]-3-(2,2,2-trifluoroethan-1-on-1-yl)-2H-chromen FC1=CC=C(C=C1)N(C1=CC=C2C=C(COC2=C1)C(C(F)(F)F)=O)C1=CC=C(C=C1)F